benzyl (3aR,4S,9bR)-4-(hydroxymethyl)-8-(4-methoxyphenyl)-2,3,3a,4,5,9b-hexahydro-1H-pyrrolo[3,2-c]quinoline-1-carboxylate OC[C@H]1NC=2C=CC(=CC2[C@H]2[C@@H]1CCN2C(=O)OCC2=CC=CC=C2)C2=CC=C(C=C2)OC